C(CCCCCCCCCCCCC)N1C(CCC1)=O 1-N-tetradecyl-2-pyrrolidone